BrC=1C(=C(O[Si](C)(C)C(C)(C)C)C=CC1)C1OCCO1 3-bromo-2-(1,3-dioxolan-2-yl)phenoxy(tert-butyl)dimethylsilane